FC1=C(OC2=CC=C(C=C2)C=2N=C(N3C2C=NC=C3)[C@H]3CNCCC3)C=CC=C1OC (R)-1-(4-(2-fluoro-3-methoxyphenoxy)phenyl)-3-(3-piperidinyl)imidazo[1,5-a]pyrazine